1-((S)-1-(3-Chlorophenyl)-2-(dimethylamino)ethyl)-4-(5-(2-(trifluoromethyl)morpholino)-1H-pyrrolo[2,3-b]pyridin-3-yl)pyridin-2(1H)-one ClC=1C=C(C=CC1)[C@@H](CN(C)C)N1C(C=C(C=C1)C1=CNC2=NC=C(C=C21)N2CC(OCC2)C(F)(F)F)=O